N[C@@H]1[C@@H](OCC12CCN(CC2)C=2C(=NC(=C(N2)C)SC2=C(C(=NC=C2)N(C)C)Cl)CO)C {3-[(3S,4S)-4-amino-3-methyl-2-oxa-8-azaspiro[4.5]decan-8-yl]-6-{[3-chloro-2-(dimethylamino)pyridin-4-yl]sulfanyl}-5-methylpyrazin-2-yl}methanol